3-(3-(3-methyl-2-oxoimidazolidin-1-yl)piperidin-1-yl)pyrazine-2-carboxamide CN1C(N(CC1)C1CN(CCC1)C=1C(=NC=CN1)C(=O)N)=O